C(C)OC1=NC(=CC(=C1)C1=CC(=C2C(=N1)N=C(N2)C2=CC=C(C=C2)N2CCCCC2)N(C)CC(COC)(C)C)C(F)(F)F 1-(4-{5-[2-Ethoxy-6-(trifluoromethyl)pyridin-4-yl]-7-[(3-methoxy-2,2-dimethylpropyl)(methyl)amino]-1H-imidazo[4,5-b]pyridin-2-yl}phenyl)piperidin